NC1=NC2=CC=C(C=C2C=C1Br)C(=O)N(CC1=NC=C(C=C1)C(F)(F)F)[C@@H]1[C@@H](COCC1)C 2-amino-3-bromo-N-((3S,4S)-3-methyltetrahydro-2H-pyran-4-yl)-N-((5-(trifluoromethyl)-2-pyridinyl)methyl)-6-quinolinecarboxamide